N-{(6R,7aR)-7,7-difluoro-2-[6-methyl-4-(2,4,6-trifluorophenyl)[1,2]oxazolo[5,4-b]pyridin-3-yl]-3-oxohexahydro-1H-pyrrolo[1,2-c]imidazol-6-yl}ethanesulfonamide FC1([C@@H](CN2C(N(C[C@@H]21)C2=NOC1=NC(=CC(=C12)C1=C(C=C(C=C1F)F)F)C)=O)NS(=O)(=O)CC)F